(R)-cyclopropyl-(4-(1-(4-(hydroxymethyl)phenyl)ethyl)piperazin-1-yl)methanone C1(CC1)C(=O)N1CCN(CC1)[C@H](C)C1=CC=C(C=C1)CO